nontrienal C(C=CC=CC=CCC)=O